tert-Butyl 4-{[(4R)-4-fluoro-D-prolyl]amino}-1H-indazole-1-carboxylate F[C@@H]1C[C@@H](NC1)C(=O)NC1=C2C=NN(C2=CC=C1)C(=O)OC(C)(C)C